C(#N)C1=NC(=NC(=C1)C)N1CCN(CC1)S(=O)(=O)C=1C=C2CCN(C2=CC1)C(=O)C=1C=C(CNC(OC(C)(C)C)=O)C=CC1 tert-butyl (3-(5-((4-(4-cyano-6-methylpyrimidin-2-yl)piperazin-1-yl)sulfonyl)indoline-1-carbonyl)benzyl)carbamate